C(C)(C)(C)C1=CN=C(S1)NC(=O)C1CN(CC1)C#N N-(5-(tert-butyl)thiazol-2-yl)-1-cyano-pyrrolidine-3-carboxamide